6H-pyrrolo[4,5-f]-1,2-benzisoxazol-6-one O1N=CC=2C1=CC=1C(C2)=CC(N1)=O